tert-butyl-4-((4-(benzyloxy)-2-methoxy-6-methylbenzoyl)oxy)-3-bromo-2-hydroxy-5,6-dimethylbenzoate C(C)(C)(C)OC(C1=C(C(=C(C(=C1C)C)OC(C1=C(C=C(C=C1C)OCC1=CC=CC=C1)OC)=O)Br)O)=O